dilauroyl-sn-glycero-3-phosphoethanolamine C(CCCCCCCCCCC)(=O)N(CCOP(OC[C@@H](CO)O)(=O)O)C(CCCCCCCCCCC)=O